2-(2,2-difluoro-6-azaspiro[3.4]octan-6-yl)-N-(3-fluoro-4-(piperidin-1-yl)phenyl)-5-(2,2,2-trifluoroethyl)oxazole-4-carboxamide FC1(CC2(C1)CN(CC2)C=2OC(=C(N2)C(=O)NC2=CC(=C(C=C2)N2CCCCC2)F)CC(F)(F)F)F